C(C)(C)(C)OC(=O)N[C@@H]1CN(CC[C@H]1F)C(=O)OCC1=CC=CC=C1 benzyl (3R,4R)-3-[(tert-butoxycarbonyl)amino]-4-fluoropiperidine-1-carboxylate